C(C)(C)(C)C1=CC=C(C=C1)[N+]#N 4-t-butylbenzenediazonium